NC=1C(NC(N(N1)C1=CC(=C(C(=C1)Cl)OC=1C=C2C(=CC(=NC2=CC1)C1=CC(=NC=C1)Cl)C)Cl)=O)=O 6-amino-2-(3,5-dichloro-4-((4-methyl-2-(2-chloropyridine-4-yl)quinolin-6-yl)oxy)phenyl)-1,2,4-triazine-3,5(2H,4H)-dione